N,6-dimethyl-5-(piperazin-1-yl)pyridine-2-carboxamide dihydrochloride Cl.Cl.CNC(=O)C1=NC(=C(C=C1)N1CCNCC1)C